1-(3-(3,6-difluoro-9H-carbazol-9-yl)-2-hydroxy-2-methylpropyl)-5-methylpiperidin-2-one FC=1C=CC=2N(C3=CC=C(C=C3C2C1)F)CC(CN1C(CCC(C1)C)=O)(C)O